N1(CCC1)C[C@@H](C(=O)N1CCN(CC1)C=1C2=C(N=CN1)[C@@H](C[C@H]2C)O)C2=CC=C(C=C2)Cl (S)-3-(azetidin-1-yl)-2-(4-chlorophenyl)-1-(4-((5R,7R)-7-hydroxy-5-methyl-6,7-dihydro-5H-cyclopenta[d]pyrimidin-4-yl)piperazin-1-yl)propan-1-one